(E)-1-(4-Amino-2-hydroxyphenyl)-3-(4-methylsulfanylphenyl)prop-2-en-1-one NC1=CC(=C(C=C1)C(\C=C\C1=CC=C(C=C1)SC)=O)O